C(CCCCCCC)C=1C=C(N)C=CC1 m-Octylanilin